1,4-di-tert-amyl-1,4-diaza-1,3-butadiene C(C)(C)(CC)N=CC=NC(C)(C)CC